C1(CC1)N1CC2=NC(=CC=C2C1)N 6-cyclopropyl-6,7-dihydro-5H-pyrrolo[3,4-b]pyridin-2-amine